di[2-((oxo) diphenylphosphino)phenyl] ether O=P(C1=C(C=CC=C1)OC1=C(C=CC=C1)P(C1=CC=CC=C1)(C1=CC=CC=C1)=O)(C1=CC=CC=C1)C1=CC=CC=C1